C(C)(C)(C)OC(=O)NC1=C(C=C(C=C1)NC(=O)C1SC(CC1C1=C(C(=C(C=C1)F)F)OC)(C(F)(F)F)C)OB(O)O (2-((tert-Butyloxycarbonyl)amino)-5-(3-(3,4-difluoro-2-methoxyphenyl)-5-methyl-5-(trifluoromethyl)tetrahydrothiophene-2-carboxamido)phenyl)boric acid